C=C1C2(CCC(C1)C2(C)C)C 2-methylenebornane